C[N+](CCCCCCCCCCCCCCCC)(C)C(C(C)O)S(=O)(=O)[O-] (N,N-dimethyl-N-hexadecylammonio)-2-hydroxy-propane-1-sulfonate